[Si](C)(C)(C(C)(C)C)OCC1=NNC=C1 3-{[(tert-butyldimethylsilyl)oxy]methyl}-1H-pyrazole